3-(5-amino-6-methylpyridin-2-yl)-2-methyl-1H-indole-7-carbonitrile NC=1C=CC(=NC1C)C1=C(NC2=C(C=CC=C12)C#N)C